BrC=1C(=NC=C(C1)C=1C=NN(C1)C)O 3-bromo-5-(1-methylpyrazol-4-yl)pyridin-2-ol